[C].CC1(C(N(C(N1CC1=CC(=NC=C1)NC1C(N(CC1)C)=O)=O)C1=CC=C(C=C1)S(=O)(=O)C(F)(F)F)=O)C 5,5-dimethyl-1-((2-((1-methyl-2-oxopyrrolidin-3-yl)amino)pyridin-4-yl)methyl)-3-(4-((trifluoromethyl)sulfonyl)phenyl)imidazolidine-2,4-dione carbon